[I-].FC=1C=C(C=CC1F)NC(=O)C=1N(C=C2C1OC[C@H]1[C@@H](NS2(=O)=O)C[NH2+]C1)C (3aR,10aR)-8-((3,4-difluorophenyl)carbamoyl)-7-methyl-2,3,3a,4,10,10a-hexahydro-1H,7H-dipyrrolo[3,4-b:3',4'-f][1,4,5]oxathiazocin-2-ium 5,5-dioxide iodide